CC[Si]1O[Si](O[Si](O[Si](O1)CC)CC)CC 1,3,5,7-tetraethylcyclotetrasiloxane